5-cyclopropyl-1,3,4-thiadiazol-2-amine C1(CC1)C1=NN=C(S1)N